2-bromo-5-(methoxy-d)pyridine BrC1=NC=C(C=C1)OC[2H]